FC1(CC1)C(=O)C=1N=C2N(N1)[C@@H](C[C@@H]2F)C2=CC=CC=C2 (1-fluorocyclopropyl)-[(5s,7s)-7-fluoro-5-phenyl-6,7-dihydro-5H-pyrrolo[1,2-b][1,2,4]triazol-2-yl]methanone